CN(CC(=O)N1CCC(CC1)C=1C=C2C(=C(NC2=CC1)C=1C=C(C=2N(C1)N=CN2)C)C(C)C)C 2-(dimethylamino)-1-(4-(3-isopropyl-2-(8-methyl-[1,2,4]triazolo[1,5-a]pyridin-6-yl)-1H-indol-5-yl)piperidin-1-yl)ethan-1-one